FC(C(=O)O)(F)F.FC1=CC(=C(C=C1)C=1C2=C(C(=NC1C1=NN3C(CNCC3)=C1)N1N=CC(=C1)C)C=CS2)OC(C)C 7-(4-fluoro-2-isopropoxyphenyl)-4-(4-methyl-1H-pyrazol-1-yl)-6-(4,5,6,7-tetrahydropyrazolo[1,5-a]pyrazin-2-yl)thieno[3,2-c]pyridine trifluoroacetic acid salt